2-((8-(3,3-bis(hydroxymethyl)azetidine-1-carbonyl)-2,3-dihydrobenzo[b][1,4]dioxin-5-yl)amino)-4-((tetrahydro-2H-pyran-4-yl)amino)-7H-pyrrolo[2,3-d]pyrimidine-5-carbonitrile OCC1(CN(C1)C(=O)C1=CC=C(C2=C1OCCO2)NC=2N=C(C1=C(N2)NC=C1C#N)NC1CCOCC1)CO